FC(C=1C=C(CN2C(\C(\C3=CC=CC=C23)=C/C=2NC(=CC2C)C)=O)C=CC1)(F)F (Z)-1-(3-trifluoromethylbenzyl)-3-((3,5-dimethyl-1H-pyrrol-2-yl)methylene)-2-indolone